potassium galacturonate O=C[C@H](O)[C@@H](O)[C@@H](O)[C@H](O)C(=O)[O-].[K+]